FC(C(=O)O)(F)F.FC(C(=O)O)(F)F.N1N=CC(=C1)NC1=NC(=NC2=CC(=C(C=C12)OCC)Cl)C=1C=C(OCC(=O)NC(C)(C)C)C=CC1 2-(3-(4-((1H-pyrazol-4-yl)amino)-7-chloro-6-ethoxyquinazolin-2-yl)phenoxy)-N-(tert-butyl)acetamide bis-trifluoroacetic acid salt